OCCOC1=C(C=CC=C1)C1(C2=CC=CC=C2C=2C=CC=CC12)C1=C(C=CC=C1)OCCO 9,9-bis{(2-hydroxyethoxy)phenyl}fluorene